racemic-1-(N,4-dimethyl-1H-Indole-2-carboxamido)-8,9-difluoro-6-oxo-1,4,5,6-tetrahydrobenzo[c][1,7]Naphthyridine-3(2H)-carboxylic acid tert-butyl ester C(C)(C)(C)OC(=O)N1C[C@@H](C=2C3=C(C(NC2C1)=O)C=C(C(=C3)F)F)N(C(=O)C=3NC1=CC=CC(=C1C3)C)C |r|